1-amino-5-bromo-3-methoxy-2-methylpyridin NN1C(C(=CC(=C1)Br)OC)C